CC1=CC=C(C=C1)C1CCN(CC1)C(=O)N[C@@H]1[C@H](CCC1)N1CCN(CC1)C(C)C |r| rac-4-(4-methylphenyl)-N-{(1S,2S)-2-[4-(propan-2-yl)piperazin-1-yl]cyclopentyl}piperidine-1-carboxamide